6-[2-Chloro-3-[3-chloro-2-(4-formyl-3-methoxy-phenyl)-4-pyridyl]phenyl]-2-methoxy-pyridine-3-carbaldehyde ClC1=C(C=CC=C1C1=C(C(=NC=C1)C1=CC(=C(C=C1)C=O)OC)Cl)C1=CC=C(C(=N1)OC)C=O